CN(CCOC1=C(C=C(C=C1)N1C(C(=CC2=C1N=C(N=C2)SC)N2CCN(C1=C(C=CC=C21)C)C(=O)OCC2=CC=CC=C2)=O)F)C benzyl 4-[8-[4-[2-(dimethylamino)ethoxy]-3-fluoro-phenyl]-2-methylsulfanyl-7-oxo-pyrido[2,3-d]pyrimidin-6-yl]-8-methyl-2,3-dihydroquinoxaline-1-carboxylate